5-methyl-oxazolidin CC1CNCO1